(1R,3R)-2,2-Dimethyl-3-(p-tolyl)cyclobutan-1-ol CC1([C@@H](C[C@@H]1C1=CC=C(C=C1)C)O)C